N-(3-chloro-4-(1H-1,2,4-triazol-1-yl)phenyl)-N'-(2-methyl-8-(propan-2-yl)imidazo[1,2-b]pyridazin-7-yl)urea ClC=1C=C(C=CC1N1N=CN=C1)NC(=O)NC1=C(C=2N(N=C1)C=C(N2)C)C(C)C